FC(C(=O)C1=CC=C(C=C1)C)(I)F 2,2-difluoro-2-iodo-1-(p-tolyl)ethan-1-one